(3S,4S)-4-((3-(1-(2,6-dioxopiperidin-3-yl)-3-methyl-2-oxo-2,3-dihydro-1H-benzo[d]imidazol-4-yl)prop-2-yn-1-yl)oxy)-3-fluoropiperidine-1-carboxylic acid tert-butyl ester C(C)(C)(C)OC(=O)N1C[C@@H]([C@H](CC1)OCC#CC1=CC=CC=2N(C(N(C21)C)=O)C2C(NC(CC2)=O)=O)F